C(C1=CC=CC=C1)OCC=1NCNN1 5-benzyloxymethyl-2,4-dihydro[1,2,4]triazole